1-butyryl-N-((4-(2-methylbenzamido)naphthalen-1-yl)sulfonyl)piperidine-3-carboxamide C(CCC)(=O)N1CC(CCC1)C(=O)NS(=O)(=O)C1=CC=C(C2=CC=CC=C12)NC(C1=C(C=CC=C1)C)=O